([1,2,4]triazolo[4,3-a]pyridin-6-yl)pyridin-3-ol N=1N=CN2C1C=CC(=C2)C2=NC=CC=C2O